NC1=C(C(=NN1C1=CC=C(C=C1)OC(F)F)C)C(=O)NC1=CC(=CC=C1)C(C)(F)F 5-amino-N-(3-(1,1-difluoroethyl)phenyl)-1-(4-(difluoromethoxy)phenyl)-3-methyl-1H-pyrazole-4-carboxamide